sodium (2R)-2-[(1S)-1,2-dihydroxyethyl]-4-hydroxy-5-oxo-2H-furan O[C@@H](CO)[C@@H]1OC(C(=C1)O)=O.[Na]